1-(3-(1,1-dioxido-2,3-dihydrobenzo[b]thiophen-5-yl)-6-(3-methoxypropyl)pyrazin-2-yl)piperidine-4-carboxylic acid O=S1(C2=C(CC1)C=C(C=C2)C=2C(=NC(=CN2)CCCOC)N2CCC(CC2)C(=O)O)=O